BrC=1C=C(C=CC1F)N1CCC(CC1)C(OC)OC 1-(3-Bromo-4-fluorophenyl)-4-(dimethoxymethyl)piperidine